BUTYRONITRILE C(CCC)#N